6-(2-(4-Bromophenyl)-2-oxoethyl)-2,2-dimethyl-4H-1,3-dioxin-4-one BrC1=CC=C(C=C1)C(CC1=CC(OC(O1)(C)C)=O)=O